2-(2-methoxypyridin-3-yl)-2-(4-(trifluoromethyl)pyridin-2-yl)acetamide COC1=NC=CC=C1C(C(=O)N)C1=NC=CC(=C1)C(F)(F)F